N1CC(C1)OCC1=CC=C(C=C1)S(F)(F)(F)(F)F [4-(azetidin-3-yloxymethyl)phenyl]-pentafluoro-λ6-sulfane